COC(=O)C1=NN(C=C1)C=1C=CC(N(C1)C=1C=NC(=CC1)N[C@@H]1C[C@H](CC1)NC1=NN2C(C=C(C=C2)C(F)(F)F)=N1)=O 1-(2-oxo-6'-(((1S,3S)-3-((7-(trifluoromethyl)-[1,2,4]triazolo[1,5-a]pyridin-2-yl)amino)cyclopentyl)amino)-2H-[1,3'-bipyridine]-5-yl)-1H-pyrazole-3-carboxylic acid methyl ester